2-methyl-2-(4-(2-(naphthalen-2-ylamino)ethyl)phenoxy)propionic acid CC(C(=O)O)(C)OC1=CC=C(C=C1)CCNC1=CC2=CC=CC=C2C=C1